(3S)-4-(4-bromo-3-chloro-2,5-difluoro-benzoyl)-3-(2-hydroxyethyl)piperazine-1-carboxylic acid tert-butyl ester C(C)(C)(C)OC(=O)N1C[C@@H](N(CC1)C(C1=C(C(=C(C(=C1)F)Br)Cl)F)=O)CCO